NC1=C(C=C(C=C1)C1=CC=C(C=C1)F)O 4-amino-4'-fluoro-[1,1'-biphenyl]-3-ol